Cl.N[C@H](C(=O)N1[C@@H](C[C@H](C1)O)C(=O)NC(CO)C1=CC=C(C=C1)C1=C(N=CS1)C)C(C)(C)C (2S,4R)-1-((S)-2-amino-3,3-dimethylbutanoyl)-4-hydroxy-N-(2-hydroxy-1-(4-(4-methylthiazol-5-yl)phenyl)ethyl)pyrrolidine-2-carboxamide hydrochloride